FC1=CC=C(C=C1)C1(CCN(CC1)C(=O)[O-])COS(=O)(=O)C 4-(4-fluorophenyl)-4-[(methylsulfonyloxy) methyl]Piperidine-1-carboxylate